BrCC1=C(C=CC=C1)B(O)O 2-(bromomethyl)phenylboronic acid